methyl 4-((3-(4-morpholino-6-(pyridin-3-yl)thieno[3,2-d]pyrimidin-2-yl)phenyl)carbamoyl)piperidin-1-carboxylate O1CCN(CC1)C=1C2=C(N=C(N1)C=1C=C(C=CC1)NC(=O)C1CCN(CC1)C(=O)OC)C=C(S2)C=2C=NC=CC2